2-((2,6-dioxopiperidin-3-yl)amino)isonicotinaldehyde O=C1NC(CCC1NC=1C=C(C=O)C=CN1)=O